3-(4-nitrobenzyl)-isothiourea [N+](=O)([O-])C1=CC=C(CN=C(N)S)C=C1